C1(=CC=CC=C1)C(C1=CC=CC=C1)=NC(C(=O)[O-])C 2-[(diphenylmethylidene)amino]propanoate